1-(6-chloro-5-cyano-pyrazin-2-yl)piperidine-4-carboxylic acid ethyl ester C(C)OC(=O)C1CCN(CC1)C1=NC(=C(N=C1)C#N)Cl